4-bromo-N,6-dimethyl-7-oxo-6,7-dihydro-1H-pyrrolo[2,3-c]pyridine-2-carboxamide BrC=1C2=C(C(N(C1)C)=O)NC(=C2)C(=O)NC